ClC1=CC=C2C=C(C(=CC2=C1)[B])SC (7-chloro-3-(methylthio)naphthalen-2-yl)boron